CC1=NC(=CC(=C1)O[C@H]1C[C@@H](N(C1)CC1=C(N=C(S1)NC(C)=O)F)C)C N-(5-(((2S,4S)-4-((2,6-dimethylpyridin-4-yl)oxy)-2-methylpyrrolidin-1-yl)methyl)-4-fluorothiazole-2-yl)acetamide